7-(2-cyclopropyl-benzyl)-5-[1-(2-fluoro-6-trifluoromethoxy-phenyl)-piperidin-4-yl]-2-methyl-2,4,5,7-tetrahydro-pyrazolo[3,4-d]pyrimidin-6-one C1(CC1)C1=C(CN2C(N(CC=3C2=NN(C3)C)C3CCN(CC3)C3=C(C=CC=C3OC(F)(F)F)F)=O)C=CC=C1